COS(=O)(=O)[O-].C[N+]=1N(C=C(C1)C)C 1,2,4-trimethylpyrazolium methyl-sulfate